ClC=1C=C(C=CC1Cl)CN1N=CC(=C1)NC1CCC2(CN(C2)C(=O)C=2C=CC(=C(C2)O)C)CC1 5-[7-({1-[(3,4-dichlorophenyl)methyl]-1H-pyrazol-4-yl}amino)-2-azaspiro[3.5]nonane-2-carbonyl]-2-methylphenol